(±)-α-Amino-3-hydroxy-5-methyl-4-isoxazolepropionic acid N[C@@H](C(=O)O)CC=1C(=NOC1C)O |r|